ClC=1C=C(C=C(C1C1=NC2=C(N1C[C@H]1CN(CCO1)C(=O)C1CC1)C=CC(=C2)C)F)N2C(CCC2)=O (S)-1-(3-Chloro-4-(1-((4-(cyclopropylcarbonyl)morpholin-2-yl)methyl)-5-methyl-1H-benzo[d]imidazole-2-yl)-5-fluorophenyl)pyrrolidin-2-one